CN1C(C(=C(C2=CC=CC=C12)N1CCC(CC1)C1=NC(=NO1)C1=C(C=CC=C1)C)C#N)=O 1-methyl-4-{4-[3-(2-methylphenyl)-1,2,4-oxadiazol-5-yl]piperidin-1-yl}-2-oxo-1,2-dihydroquinoline-3-carbonitrile